8-((3S,5R)-3-(but-2-ynamido)-5-fluoro-piperidin-1-yl)-7-fluoro-1,2,3,4-tetrahydrocyclopenta[b]indole-5-carboxamide C(C#CC)(=O)N[C@@H]1CN(C[C@@H](C1)F)C1=C2C3=C(NC2=C(C=C1F)C(=O)N)CCC3